2-methyl-4-(3-methyl-2-oxo-1,3-benzoxazol-6-yl)-N-(4-phenylbutyl)piperidine-1-carboxamide tert-Butyl-2-methyl-4-(trifluoromethylsulfonyloxy)-3,6-dihydro-2H-pyridine-1-carboxylate C(C)(C)(C)OC(=O)N1C(CC(=CC1)OS(=O)(=O)C(F)(F)F)C.CC1N(CCC(C1)C1=CC2=C(N(C(O2)=O)C)C=C1)C(=O)NCCCCC1=CC=CC=C1